ClC1=CC2=C(CCC3=C(N2CCCCN)C=CC(=C3)OCCOCC#C)C=C1 4-{7-chloro-2-[2-(prop-2-ynyloxy)ethoxy]-10,11-dihydro-5H-dibenzo[b,f]azepin-5-yl}butan-1-amine